C1(=CC(=CC=C1)C[C@@H]1[C@@]2(CCOC(N2)=O)CCCN1C(=O)OC)C1=CC=CC=C1 Methyl (6S,7R)-7-({[1,1'-biphenyl]-3-yl}methyl)-2-oxo-3-oxa-1,8-diazaspiro[5.5]undecane-8-carboxylate